O=C1N(C(C2=CC=CC=C12)=O)CCC[C@@H]1[C@@H](CC1)OC1=C(C=CC(=C1)C)S(=O)(=O)N1[C@@H](CCC1)C(=O)OC(C)(C)C |o1:14,15| tert-Butyl ((2-((1R*,2S*)-2-(3-(1,3-dioxoisoindolin-2-yl)propyl)cyclobutoxy)-4-methylphenyl)sulfonyl)-L-prolinate